(4-((3-methoxy-4-(4-(trifluoromethyl)piperidin-1-yl)phenyl)amino)benzyl)-5-oxopyrrolidine-3-carboxamide COC=1C=C(C=CC1N1CCC(CC1)C(F)(F)F)NC1=CC=C(CN2CC(CC2=O)C(=O)N)C=C1